N-benzyl-2-(5-(2,6-dimethyl-4-(2-((3aR,6aS)-tetrahydro-1H-furo[3,4-c]pyrrol-5(3H)-yl)ethoxy)phenyl)pyridin-2-yl)acetamide C(C1=CC=CC=C1)NC(CC1=NC=C(C=C1)C1=C(C=C(C=C1C)OCCN1C[C@@H]2[C@H](C1)COC2)C)=O